ClC1=CC(=C(C=C1)C1(OC2=C(O1)C=CC=C2C2=CC(=C(C(=C2)F)CC(=O)O)F)C)F 2-[4-[2-(4-chloro-2-fluoro-phenyl)-2-methyl-1,3-benzodioxol-4-yl]-2,6-difluorophenyl]acetic acid